cis-8-[(3R,5S)-3,5-dimethylpiperazin-1-yl]-6-fluoro-N-{8-fluoro-2-methylimidazo[1,2-a]pyridin-6-yl}quinoxaline-5-carboxamide C[C@@H]1CN(C[C@@H](N1)C)C1=CC(=C(C=2N=CC=NC12)C(=O)NC=1C=C(C=2N(C1)C=C(N2)C)F)F